COC1=CC=C(C=C1)S(=O)(=O)NC1=CC=C(C2=CC=CC=C12)C1=CC=C(C=C1)OC 4-methoxy-N-(4-(4-methoxyphenyl)naphthalen-1-yl)benzenesulfonamide